Triazolat N1N=NC(=C1)C(=O)[O-]